NC=1NC(C2=C(N1)N(C=C2C#N)[C@@H]2C[C@H](O)[C@H](O2)CO)=O 2-Amino-5-cyano-7-(2-deoxy-α-D-erythro-pentofuranosyl)-3,7-dihydro-4H-pyrrolo[2,3-d]pyrimidin-4-one